CC1=C(C=C(C=C1)N)C 1,2-dimethyl-4-aminobenzene